racemic-tert-butyl 4-(1,3-dioxoisoindolin-2-yl)-2-oxa-8-azaspiro[4.5]decane-8-carboxylate O=C1N(C(C2=CC=CC=C12)=O)[C@H]1COCC12CCN(CC2)C(=O)OC(C)(C)C |r|